C1N(CCC2=CC=CC=C12)C[C@H](CN1CCOC2=C(C1=O)C=CC(=C2)OC2CCN(CC2)CC)O 4-[(2R)-3-(3,4-dihydro-1H-isoquinolin-2-yl)-2-hydroxy-propyl]-8-[(1-ethyl-4-piperidyl)oxy]-2,3-dihydro-1,4-benzoxazepin-5-one